tert-butyl rac-(1R,5S)-7-[5-oxo-7-(p-tolylsulfonyloxy)thiazolo[3,2-a]pyrimidin-2-yl]-9-oxa-3-azabicyclo[3.3.1]nonane-3-carboxylate O=C1C=C(N=C2N1C=C(S2)C2C[C@H]1CN(C[C@@H](C2)O1)C(=O)OC(C)(C)C)OS(=O)(=O)C1=CC=C(C=C1)C |r|